FC1=CC=C(C=C1)CC(C)(C)NC(=O)C=1C(=C2C(=NC1)CCC2)OC N-(1-(4-fluorophenyl)-2-methylpropan-2-yl)-4-methoxy-6,7-dihydro-5H-cyclopenta[b]pyridine-3-carboxamide